4-((2-Methyl-3,4-dihydro-2H-pyrido[4,3-b][1,4]oxazin-8-yl)amino)-N-(4-(4-(4-methylpiperazin-1-yl)piperidin-1-yl)phenyl)-2-oxo-1,2-dihydropyridine-3-carboxamide CC1CNC2=C(O1)C(=CN=C2)NC2=C(C(NC=C2)=O)C(=O)NC2=CC=C(C=C2)N2CCC(CC2)N2CCN(CC2)C